FC1=C(C(=CC=C1)C)N1CC[C@H](CCC1)N1C(N(C=2C(C1)=CN(N2)C)CC2=C(C=CC=C2)C(F)(F)F)=O 5-[(S)-1-(2-Fluoro-6-methyl-phenyl)-azepan-4-yl]-2-methyl-7-(2-trifluoromethyl-benzyl)-2,4,5,7-tetrahydro-pyrazolo[3,4-d]pyrimidin-6-on